2-(4-(5-Amino-4-carbamoyl-1-(1-methylcyclopropyl)-1H-pyrazol-3-yl)phenyl)acetic acid NC1=C(C(=NN1C1(CC1)C)C1=CC=C(C=C1)CC(=O)O)C(N)=O